ClC=1C(=NC=CC1I)N(S(=O)(=O)CCCF)COCC[Si](C)(C)C N-(3-chloro-4-iodopyridin-2-yl)-3-fluoro-N-((2-(trimethylsilyl)ethoxy)methyl)propane-1-sulfonamide